4-nitrobenzonitrile [N+](=O)([O-])C1=CC=C(C#N)C=C1